4,4'-diamino-3,3'-dimethylbiphenyl NC1=C(C=C(C=C1)C1=CC(=C(C=C1)N)C)C